4-(7a-(((4-((1R,5S)-3,8-diazabicyclo[3.2.1]octan-3-yl)-8-fluoro-7-(3-hydroxynaphthalen-1-yl)pyrido[4,3-d]pyrimidin-2-yl)oxy)methyl)hexahydro-1H-pyrrolizin-3-yl)benzonitrile [C@H]12CN(C[C@H](CC1)N2)C=2C1=C(N=C(N2)OCC23CCCN3C(CC2)C2=CC=C(C#N)C=C2)C(=C(N=C1)C1=CC(=CC2=CC=CC=C12)O)F